N-propyl-2-[1-(pyridin-2-yl)-1H-pyrazol-4-yl]-N-[(3S)-pyrrolidin-3-yl]-1,3-thiazole-4-carboxamide C(CC)N(C(=O)C=1N=C(SC1)C=1C=NN(C1)C1=NC=CC=C1)[C@@H]1CNCC1